methacryloyl-methyltetrazine C(C(=C)C)(=O)C1=C(N=NN=N1)C